4-(2-chloro-acetamido)-phenylalanine ClCC(=O)NC1=CC=C(C[C@H](N)C(=O)O)C=C1